1,2,3,4-tetrahydro-1,4-epiminonaphthalene-9-carboxylate C12CCC(C3=CC=CC=C13)N2C(=O)[O-]